N-((2,2-dichlorocyclopropyl)methyl)-4-fluoropyrrolidine-2-carboxamide ClC1(C(C1)CNC(=O)C1NCC(C1)F)Cl